C(#N)CN(CC(C1=CC=C(C=C1)C(F)(F)F)N1C[C@@H](N(C[C@H]1CC)C=1C2=C(N(C(N1)=O)C)C=CC(=N2)C#N)CC)C 4-((2S,5R)-4-(2-((cyanomethyl)(methyl)amino)-1-(4-(trifluoromethyl)phenyl)ethyl)-2,5-diethylpiperazin-1-yl)-1-methyl-2-oxo-1,2-dihydropyrido[3,2-d]pyrimidine-6-carbonitrile